8-((1S,2S)-2-(5-chloropyridin-2-yl)cyclopropyl)-6-(2,4-dimethoxypyrimidin-5-yl)-3-fluoroimidazo[1,2-b]pyridazine ClC=1C=CC(=NC1)[C@@H]1[C@H](C1)C=1C=2N(N=C(C1)C=1C(=NC(=NC1)OC)OC)C(=CN2)F